3-[4-[(3-acetoxy-3-methyl-azetidin-1-yl)methyl]-3,5-dimethyl-phenyl]azetidine-1-carboxylic acid tert-butyl ester C(C)(C)(C)OC(=O)N1CC(C1)C1=CC(=C(C(=C1)C)CN1CC(C1)(C)OC(C)=O)C